(S)-2-propyl-1,2,3,5-tetrahydro-[1,4]oxazepino[6,5-c][1,5]naphthyridin-6-amine C(CC)[C@H]1COCC=2C(=NC=3C=CC=NC3C2N1)N